(5R)-1-tert-butoxycarbonyl-3,3-dimethyl-1,3-azasilolidine-5-carboxylic acid C(C)(C)(C)OC(=O)N1C[Si](C[C@H]1C(=O)O)(C)C